C(C)(C)(C)OC(=O)NCCS 2-(N-tert-butoxycarbonylamino)ethanethiol